FC=1C(=NOC1CCN1C(C2=CC=CC=C2C1=O)=O)OC 2-(2-(4-fluoro-3-methoxyisoxazol-5-yl)ethyl)isoindoline-1,3-dione